phospho-adamantane P(=O)(=O)C12CC3CC(CC(C1)C3)C2